ClC=1C(=CC(=NC1)CCC1=C(C=C(C=C1C)C=O)C)C(F)(F)F 4-{2-[5-chloro-4-(trifluoromethyl)-2-pyridyl]ethyl}-3,5-xylenecarbaldehyde